C(C)(C)(C)P(C1=C(C=CC=C1)C1=C(C=C(C=C1C(C)C)C(C)C)C(C)C)C(C)(C)C di-tert-butyl-[2-(2,4,6-triisopropylphenyl)phenyl]phosphane